tert-butyl 4-(7-ethyl-2-methyl-5-oxo-5,8-dihydropyrido[2,3-b]thieno[3,2-e]pyrazin-6-yl)piperazine-1-carboxylate C(C)C1=C(C(C=2C(=NC3=C(N2)C=C(S3)C)N1)=O)N1CCN(CC1)C(=O)OC(C)(C)C